NC=1C2=C(N=CN1)N(C(=C2C2=CC=C(C=C2)C(=O)N2CCCCC2)C2CN(CC2)C(C=C)=O)C 1-(3-(4-amino-7-methyl-5-(4-(piperidine-1-carbonyl)phenyl)-7H-pyrrolo[2,3-d]pyrimidin-6-yl)pyrrolidin-1-yl)prop-2-en-1-one